C(CCCCCCCCCCCCCCC)(=O)N[C@@H](CC(C)C)C(=O)O N-palmitoyl-Leucine